C1(=CC(=CC=C1)CC12C3(C(C(C=C1)C2)C(NC3=O)=O)CC=C)CC32C1(C(C(C=C3)C2)C(NC1=O)=O)CC=C m-xylylene-bis(allylbicyclo[2.2.1]hept-5-ene-2,3-dicarboximide)